[Pd+2].ClC(C(C)(C)[PH+](C1=CC=C(C=C1)N(C)C)C(C)(C)C)Cl dichlorodi-tert-butyl-(4-dimethylaminophenyl)phosphonium palladium